bis(2-[succinimidocarbonyloxy] ethyl) sulfone C1(CCC(N1C(=O)OCCS(=O)(=O)CCOC(=O)N1C(CCC1=O)=O)=O)=O